1-(3-cyano-4-fluorophenyl)-3-(1-(6,7-difluoro-1-oxo-1,2-dihydroisoquinolin-4-yl)ethyl)urea C(#N)C=1C=C(C=CC1F)NC(=O)NC(C)C1=CNC(C2=CC(=C(C=C12)F)F)=O